ClC=1C(=CC(=NC1)OC)C1=CC(=NN1)C(=O)N1CCC(CC1)C(=O)NC1CCC(CC1)(O)CC 1-[5-(5-chloro-2-methoxypyridin-4-yl)-1H-pyrazole-3-carbonyl]-N-(4-ethyl-4-hydroxycyclohexyl)piperidine-4-carboxamide